5-Methoxy-3,3-dimethyl-1H,2H,3H-pyrrolo[3,2-b]pyridin-2-one COC1=CC=C2C(=N1)C(C(N2)=O)(C)C